1,1-dimethyl-1,2,3,6-tetrahydro-azepino[4,5-b]indole-5-carboxylic acid ethyl ester C(C)OC(=O)C1=CNCC(C2=C1NC=1C=CC=CC21)(C)C